Cl.Cl.BrC1=CC=C(C=C1)C=1N=C2N(C=CC=N2)C1CN1C2CNC(C1)CC2 2-(4-bromophenyl)-3-(2,5-diazabicyclo-[2.2.2]oct-2-ylmethyl)imidazo[1,2-a]pyrimidine dihydrochloride